CC1(CCC2=C(SC=C2)C1)N1CCCC1 1-(6-methyl-4,5,6,7-tetrahydrobenzo[b]thiophen-6-yl)pyrrolidine